((2-(((1s,4s)-4-((3-bromo-7-morpholino-1,6-naphthyridin-5-yl)oxy)cyclohexyl)amino)pyrimidin-5-yl)oxy)-N,N-dimethylacetamide BrC=1C=NC2=CC(=NC(=C2C1)OC1CCC(CC1)NC1=NC=C(C=N1)OCC(=O)N(C)C)N1CCOCC1